NC1=CC=C(C=C1)CCCN1CCN(C(CC1)=O)C 1-(3-(4-aminophenyl)propyl)-4-methyl-1,4-diazepan-5-one